butyric acid 3-(2-(cyclopropyl (methyl) amino) ethyl)-1H-indol-4-yl ester C1(CC1)N(CCC1=CNC2=CC=CC(=C12)OC(CCC)=O)C